2-[(2-aminoethyl)amino]ethanol zirconium [Zr].NCCNCCO